CC1([C@@H](C1)C(CNC(OC(C)(C)C)=O)=O)C |r| rac-tert-Butyl {2-[2,2-dimethylcyclopropyl]-2-oxoethyl}carbamate